CC1=C2N(CCN(C2=CC=C1)C1=CC2=CN=C3NCCOCCN4CCCC(N(C1=O)C2=N3)C4)C(C=C)=O 18-(5-methyl-4-prop-2-enoyl-2,3-dihydroquinoxalin-1-yl)-9-oxa-1,6,12,14,21-pentazatetracyclo[11.6.2.12,6.016,20]docosa-13,15,17,20-tetraen-19-one